FC1=CC=C(C=C1)N1N=CC2=C1C=C1CCN(C[C@]1(C2)[C@@H](O)C=2C=NC=CC2)S(=O)(=O)C2=CC=C(C=C2)C(F)(F)F |&1:20| (R)-(1-(4-fluorophenyl)-6-((4-(trifluoromethyl)phenyl)sulfonyl)-4,4a,5,6,7,8-hexahydro-1H-pyrazolo[3,4-g]isoquinolin-4a-yl)(pyridin-3-yl)-(R/S)-methanol